FC(C(=O)O)(F)F.FC=1C=C(C=C(C1)C=1C=NN(C1)C1=CC=C(C=C1)F)CNC 1-(3-fluoro-5-(1-(4-fluorophenyl)-1H-pyrazol-4-yl)phenyl)-N-methylmethanamine trifluoRoacetate